BrC=1C=C2C(=C(C(N(C2=CC1)C)=O)C(=O)N)N1CCC(CC1)C=1OC(=NN1)C1=CC(=CC=C1)C(F)(F)F 6-bromo-1-methyl-2-oxo-4-(4-{5-[3-(trifluoromethyl)phenyl]-1,3,4-oxadiazol-2-yl}piperidin-1-yl)-1,2-dihydroquinoline-3-carboxamide